4-bromoquinoline-7-carbonitrile BrC1=CC=NC2=CC(=CC=C12)C#N